CC1(C(C1)C1=CC=C(C=C1)C[C@@H](C=O)C)C (2S)-3-(4-(2,2-dimethylcyclopropyl)phenyl)-2-methylpropionaldehyde